S1C(=NC2=C1C=CC=C2)C2=C(C=CC=C2)[O-] 2-(2-benzothiazolyl)phenolate